C1(CCCCC1)CCC(=O)OC(CSCCCCCC)CCCCCC(CCCCCC(CSCCCCCC)OC(CCC1CCCCC1)=O)OC(CCCN(C)C)=O 8-((4-(Dimethylamino)butanoyl)oxy)-1,15-bis(hexylthio)pentadecane-2,14-diyl bis(3-cyclohexylpropanoate)